(S)-7-(1-propenylpiperidin-4-yl)-2-(4-phenoxyphenyl)-4,5,6,7-tetra-hydropyrazolo[1,5-a]pyrimidine-3-carboxamide C(=CC)N1CCC(CC1)[C@@H]1CCNC=2N1N=C(C2C(=O)N)C2=CC=C(C=C2)OC2=CC=CC=C2